CC(C(=O)OC1CCN(CC1)C=1SC2=C(C(N1)=O)C=C(C=C2[N+](=O)[O-])C(F)(F)F)C (1-(8-nitro-4-oxo-6-(trifluoromethyl)-4H-benzo[e][1,3]thiazin-2-yl) piperidin-4-yl) methylpropionate